C(C)C1=C(C=CC=C1)C1CC2C(N(OC2(C)C)C)C(C1)C 5-(2-ethylphenyl)-1,3,3,7-tetramethyl-octahydrobenzo[c]isoxazole